2-(4-formylphenoxy)ethyl-N,N,N-trimethylammonium bromide [Br-].C(=O)C1=CC=C(OCC[N+](C)(C)C)C=C1